NC1=C(N=CC2=C(C(=CC=C12)F)C=1N=C(SC1C)N)C(=O)NCCC 4-amino-8-(2-amino-5-methylthiazol-4-yl)-7-fluoro-N-propylisoquinoline-3-carboxamide